(1R,2R)-2-(8-methoxy-1H-[1,2,3]triazolo[4,5-h]quinazolin-1-yl)-1-methyl-Cyclopentan-1-ol COC1=NC=2C3=C(C=CC2C=N1)N=NN3[C@H]3[C@@](CCC3)(O)C